3-oxo-4H-pyrido[3,2-b][1,4]thiazin O=C1NC2=C(SC1)C=CC=N2